C[NH2+]C.[N+](=O)([O-])C=1NC=C(N1)[N+](=O)[O-] 2,4-dinitroimidazole dimethylammonium salt